C(#N)C1=CC(=C(COC2=CC=CC(=N2)C2CCN(CC2)[C@H](C)C2=NC3=C(N2C[C@H]2OCC2)C=C(C=C3)C(=O)O)C=C1)F 2-((R)-1-(4-(6-((4-cyano-2-fluorobenzyl)oxy)pyridin-2-yl)piperidin-1-yl)ethyl)-1-(((S)-oxetan-2-yl)methyl)-1H-benzo[d]imidazol-6-carboxylic acid